METHYLACETAT COC(C)=O